C1=NC=C(C2=CC=CC=C12)N1CC(CCC1)C(=O)O 1-(isoquinolin-4-yl)piperidine-3-carboxylic acid